3-(5-(1,3,4-oxadiazol-2-yl)pyridin-3-yl)phenyl dodecylcarbamate C(CCCCCCCCCCC)NC(OC1=CC(=CC=C1)C=1C=NC=C(C1)C=1OC=NN1)=O